SCCC(=O)OCCCOCCCOCCCOCCCOCC=C 4,8,12,16-tetraoxanonadec-18-enyl 3-mercaptopropanoate